[Si](C1=CC=CC=C1)(C1=CC=CC=C1)(C(C)(C)C)OC1CCN(CC1)CCOC1=CC=2C=3C=C4C(=C(C3N(C2C=C1)C)C)C=CN=C4 9-(2-(4-((tert-butyldiphenylsilyl)oxy)piperidin-1-yl)ethoxy)-5,6-dimethyl-6H-pyrido[4,3-b]carbazole